((1-cyclopropyl-4-(2,6-dichlorophenyl)-1H-pyrazol-5-yl)methyl)phosphonic acid diethyl ester C(C)OP(OCC)(=O)CC1=C(C=NN1C1CC1)C1=C(C=CC=C1Cl)Cl